Ethyl (S)-3-(3',4'-Dimethylbiphenyl-3-yl)-3-(3-(4-hydroxy-1,5-dimethyl-2-oxo-1,2-dihydropyridin-3-yl)ureido)propanoat CC=1C=C(C=CC1C)C1=CC(=CC=C1)[C@H](CC(=O)OCC)NC(=O)NC=1C(N(C=C(C1O)C)C)=O